(2R)-2-[[4-(2-chloro-4-fluoro-phenyl)-7-quinolyl]oxy]-1-piperazin-1-yl-propan-1-one ClC1=C(C=CC(=C1)F)C1=CC=NC2=CC(=CC=C12)O[C@@H](C(=O)N1CCNCC1)C